tert-butyl N-[(1S)-2-[(E)-dimethylamino-methyleneamino]-1-methyl-2-oxo-ethyl]carbamate CN(C)\C=N\C([C@H](C)NC(OC(C)(C)C)=O)=O